C(#N)C=1C=C(C=2N(C1)N=C(C2C)C2=CC=1C(=NC(=CC1)[C@@H](C)NC(OC(C)(C)C)=O)N2)OC tert-butyl (R)-(1-(2-(6-cyano-4-methoxy-3-methylpyrazolo[1,5-a]pyridin-2-yl)-1H-pyrrolo[2,3-b]pyridin-6-yl)ethyl)carbamate